BrC1=NC=CC=C1C1=NC(=NC(=N1)C1=CC=CC=C1)C1=CC=CC=C1 2-(2-bromopyridin-3-yl)-4,6-diphenyl-1,3,5-triazine